S(=O)(=O)(O)NNS(=O)(=O)O disulfo-hydrazine